C12C(CCC1)C(=O)OC2=O cyclopentane-1,2-dicarboxylic anhydride